CN1C=C(C=2C1=CN=C(C2)NC(C)=O)C2=CC(=C1C(=N2)C2(OCC1)COCC2)OC[C@H]2COCC2 N-(1-methyl-3-(4'-(((R)-tetrahydrofuran-3-yl)methoxy)-4,5,5',6'-tetrahydro-2H-spiro[furan-3,8'-pyrano[3,4-b]pyridin]-2'-yl)-1H-pyrrolo[2,3-c]pyridin-5-yl)acetamide